4-(4-phenoxyphenoxy)aniline (R)-methyl-2-amino-3-(3-(5-ethylisothiazol-4-yl)-5-fluorobenzamido)propanoate COC([C@@H](CNC(C1=CC(=CC(=C1)F)C=1C=NSC1CC)=O)N)=O.O(C1=CC=CC=C1)C1=CC=C(OC2=CC=C(N)C=C2)C=C1